ClC1=C(C=C2CN(CC2=C1)C1CN(C1)C)NC1=NC=C(C(=N1)C1=CC(=CS1)C(=O)N)C(F)(F)F 5-(2-((6-chloro-2-(1-methylazetidin-3-yl)isoindolin-5-yl)amino)-5-(trifluoromethyl)pyrimidin-4-yl)thiophene-3-carboxamide